C(=S)(N1C(C=CC=C1)=O)N1C(C=CC=C1)=O 1,1'-thiocarbonyl-bis(pyridin-2(1H)-one)